2-(tert-butoxycarbonylamino)-2-diethoxyphosphoryl-acetic acid tert-butyl ester C(C)(C)(C)OC(C(P(=O)(OCC)OCC)NC(=O)OC(C)(C)C)=O